C1(=CC=CC=C1)C1=NC(=CC(=N1)C=1C(=C(C(=C(C1C1=NC2=C(N1C1=CC=CC=C1)C=CC=C2)N2C1=CC=CC=C1OC=1C=CC=CC21)N2C1=CC=CC=C1OC=1C=CC=CC21)N2C1=CC=CC=C1OC=1C=CC=CC21)N2C1=CC=CC=C1OC=1C=CC=CC21)C2=CC=CC=C2 10,10',10'',10'''-(5-(2,6-diphenylpyrimidin-4-yl)-6-(1-phenyl-1H-benzo[d]imidazol-2-yl)benzene-1,2,3,4-tetrayl)tetrakis(10H-phenoxazine)